(E)-N-[[2-fluoro-4-[5-(trifluoromethyl)-1,2,4-oxadiazol-3-yl]phenyl]methyl]prop-1-ene-1-sulfonamide FC1=C(C=CC(=C1)C1=NOC(=N1)C(F)(F)F)CNS(=O)(=O)\C=C\C